IC=1C=C(N2C=CC=C(C12)C1=C(C2=C(N(C(=N2)C)CCOC)C=C1OC)NC)C(=O)C1=CC(=C(C(=C1)F)F)F (1-iodo-8-(6-methoxy-1-(2-methoxyethyl)-2-methyl-4-(methylamino)-1H-benzo[d]imidazol-5-yl)indolizin-3-yl)(3,4,5-trifluorophenyl)methanone